N-(2-(((2-(2-Hydroxyethoxy)ethyl)amino)methyl)quinolin-8-yl)-4-(trifluoromethyl)benzenesulfonamide OCCOCCNCC1=NC2=C(C=CC=C2C=C1)NS(=O)(=O)C1=CC=C(C=C1)C(F)(F)F